O[C@H]1CN(C[C@@H]([C@H]1O)N1N=NC(=C1)COC1=CC=CC=C1)C(CCCCCO)=O 1-[(3S,4R,5S)-3,4-dihydroxy-5-[4-(phenoxymethyl)triazol-1-yl]-1-piperidyl]-6-hydroxy-hexan-1-one